C1=CC=CC2=CC(=CC=C12)NN 6-naphthylhydrazine